BrC[C@H]1CN(CC1)C(=O)OC(C)(C)C tert-butyl (3R)-3-(bromomethyl)pyrrolidine-1-carboxylate